CC(C1=CC=C(C=C1)C(C1=CC=C(C=C1)N(C1=CC=C(C=C1)C)C1=CC=C(C=C1)C)(C)C)(C1=CC=C(C=C1)N(C1=CC=C(C=C1)C)C1=CC=C(C=C1)C)C α,α,α',α'-tetramethyl-α,α'-Bis(4-di-p-tolylaminophenyl)-p-xylene